tert-butyl 4-(5-fluoro-2-methoxy-4-(4,4,5,5-tetramethyl-1,3,2-dioxaborolan-2-yl) phenyl)piperazine-1-carboxylate FC=1C(=CC(=C(C1)N1CCN(CC1)C(=O)OC(C)(C)C)OC)B1OC(C(O1)(C)C)(C)C